9-phenyl-9H-carbazole-3-yl-boric acid C1(=CC=CC=C1)N1C2=CC=CC=C2C=2C=C(C=CC12)OB(O)O